2-bromo-6-(1,1-difluoroethyl)-4-methoxypyridine BrC1=NC(=CC(=C1)OC)C(C)(F)F